4-((11-(Methylbis((trimethylsilyl)methyl)silyl)undecyl)oxy)phenol C[Si](CCCCCCCCCCCOC1=CC=C(C=C1)O)(C[Si](C)(C)C)C[Si](C)(C)C